ClC=1C=NN(C(C1Cl)=O)CC(=O)NC1=CC(=C(C=C1)C)CC(NCCC1=NC=CC=C1)=O 2-(4,5-dichloro-6-oxopyridazin-1(6H)-yl)-N-(4-methyl-3-(2-oxo-2-((2-(pyridin-2-yl)ethyl)amino)ethyl)phenyl)acetamide